2-(3-Cyanophenyl)-3-(2,6-dimethyl-4-pyridyl)pyrazolo[1,5-a]pyrimidine-5-carboxamide C(#N)C=1C=C(C=CC1)C1=NN2C(N=C(C=C2)C(=O)N)=C1C1=CC(=NC(=C1)C)C